C1(=CC=CC=C1)C=1C=CC=2N(C3=CC=C(C=C3C2C1)C1=CC=CC=C1)C1=C(C(=C(C(=C1N1C2=CC=C(C=C2C=2C=C(C=CC12)C1=CC=CC=C1)C1=CC=CC=C1)C#N)N1C2=CC=C(C=C2C=2C=C(C=CC12)C1=CC=CC=C1)C1=CC=CC=C1)N1C2=CC=C(C=C2C=2C=C(C=CC12)C1=CC=CC=C1)C1=CC=CC=C1)C#N 2,3,5,6-tetra(3,6-diphenylcarbazol-9-yl)-1,4-dicyanobenzene